FC(OCCOC1=NN=C(O1)[C@@H]1N(C[C@H](CC1)NC(=O)C=1C=NC(=CC1)OC(F)(F)F)C(=O)OC(C)(C)C)(F)F tert-butyl (2R,5S)-2-{5-[2-(trifluoromethoxy)ethoxy]-1,3,4-oxadiazol-2-yl}-5-[6-(trifluoromethoxy)pyridine-3-amido]piperidine-1-carboxylate